2-methoxy-4-(6-(4-(2-cyclopropylacetamido)thiophen-2-yl)pyrazin-2-yl)-N-(1-methyl-1H-tetrazol-5-yl)benzamide COC1=C(C(=O)NC2=NN=NN2C)C=CC(=C1)C1=NC(=CN=C1)C=1SC=C(C1)NC(CC1CC1)=O